6-hydroxy-2-(5-methyl-2-pyridinyl)-5-(trifluoromethyl)-4(3H)-pyrimidinone OC1=C(C(NC(=N1)C1=NC=C(C=C1)C)=O)C(F)(F)F